dimethyl 4-[1-[3-[(1-tert-butoxycarbonyl-4-piperidyl)oxy]cyclobutyl]-4-piperidyl]-5-isopropoxy-benzene-1,2-dicarboxylate C(C)(C)(C)OC(=O)N1CCC(CC1)OC1CC(C1)N1CCC(CC1)C=1C=C(C(=CC1OC(C)C)C(=O)OC)C(=O)OC